CN(C(=O)[C@@H]1CN(CC1)C1=CC=C(C=C1)N)C (S)-1-(4-amino-phenyl)-pyrrolidine-3-carboxylic acid dimethylamide